COC([C@H](C[C@H]1C(NCC1)=O)NC([C@H](CC(C)C)NC(=O)OC(C)(C)C)=O)=O.CC=1C=C(C=C(C1)C)C(C(=O)O)=O 3,5-dimethylbenzeneglyoxylic acid methyl-(S)-2-((S)-2-((tert-butoxycarbonyl)amino)-4-methylpentanamido)-3-((S)-2-oxopyrrolidin-3-yl)propanoate